3-(4-(1,1-difluoro-hydroxypropoxy)-7-(thiazol-2-yl)benzo[d]oxazol-2-yl)-3,6-diazabicyclo[3.1.1]heptan-6-ol FC(CCO)(OC1=CC=C(C2=C1N=C(O2)N2CC1N(C(C2)C1)O)C=1SC=CN1)F